N-(2-(3-Chloro-4,6-dihydroxy-2-methylbenzoyl)isoindolin-4-yl)-N-methyl-acrylamide ClC=1C(=C(C(=O)N2CC3=CC=CC(=C3C2)N(C(C=C)=O)C)C(=CC1O)O)C